4-Methoxy-[1,1'-biphenyl]-3-carboxylic acid COC1=C(C=C(C=C1)C1=CC=CC=C1)C(=O)O